2-di-tert-butylphosphino-3,4,5,6-tetramethyl-2',4',6'-Triisopropyl-1,1-biphenyl C(C)(C)(C)P(C1=C(C(=C(C(=C1C)C)C)C)C1=C(C=C(C=C1C(C)C)C(C)C)C(C)C)C(C)(C)C